2-(4-butylphenyl)-1,3-dithiane C(CCC)C1=CC=C(C=C1)C1SCCCS1